C1(CCC1)COC1=CC=C(C=N1)CC1=NOC(=C1)C=1C=NC=CC1 3-(3-((6-(cyclobutylmethoxy)pyridin-3-yl)methyl)isoxazol-5-yl)pyridin